FC(OC=1C=C(C=CC1)N(C(=O)C=1C=CC=2N(C1)C(=CN2)C2=CC=C(C=C2)NC(OC)=O)C)F methyl N-[4-[6-[[3-(difluoromethoxy) phenyl]-methyl-carbamoyl]imidazo[1,2-a]pyridin-3-yl]phenyl]carbamate